tert-butyl (S)-3-cyano-4-(2-ethoxy-2-oxoethyl)piperazine-1-carboxylate C(#N)[C@@H]1CN(CCN1CC(=O)OCC)C(=O)OC(C)(C)C